BrC1=C(C=CC2=C1C(C(O2)(C#N)C2=CC=CC=C2)O)Cl 4-bromo-5-chloro-3-hydroxy-2-phenyl-2,3-dihydrobenzofuran-2-carbonitrile